BrC1=CN(C=2N=CN=C(C21)N[C@@H](CC)C2=NC(=CC=C2)N2C[C@H](N[C@H](C2)C)C)S(=O)(=O)C2=CC=C(C)C=C2 5-bromo-N-((S)-1-(6-((3R,5S)-3,5-dimethylpiperazin-1-yl)pyridin-2-yl)propyl)-7-tosyl-7H-pyrrolo[2,3-d]pyrimidin-4-amine